CN1N=NC2=C1C=CC(=C2C)[C@H](CC(=O)OCC)C=2C=C(C1=C(C=CS1)C2)CO Ethyl (3R)-3-(1,4-dimethyl-1H-benzotriazol-5-yl)-3-[7-(hydroxymethyl)-1-benzothiophen-5-yl]propanoate